1-((3-Methyl-1H-pyrazolo[3,4-b]pyridin-5-yl)methyl)-N-(2-((4-methylpiperazin-1-yl)methyl)-6-(trifluoromethyl)pyridin-4-yl)indolin-6-carboxamid CC1=NNC2=NC=C(C=C21)CN2CCC1=CC=C(C=C21)C(=O)NC2=CC(=NC(=C2)C(F)(F)F)CN2CCN(CC2)C